3,6-dibromo-9-hexyl-9H-carbazole BrC=1C=CC=2N(C3=CC=C(C=C3C2C1)Br)CCCCCC